3-Methyl-5-(4,4,5,5-tetramethyl-1,3,2-dioxaborolan-2-yl)picolinonitrile CC=1C(=NC=C(C1)B1OC(C(O1)(C)C)(C)C)C#N